7-methyl-5-[(4S)-4-(pyrrolidine-1-carbonyl)cyclohex-1-en-1-yl]-7H-pyrrolo[2,3-d]Pyrimidin-4-amine CN1C=C(C2=C1N=CN=C2N)C2=CC[C@H](CC2)C(=O)N2CCCC2